CN1N=NC(=C1C1=CC=2N(C=3C=C(C=CC3C2N=C1)C(C)(C)O)C(CC1CCOCC1)C1=CC=C(C=C1)F)C 2-(3-(1,4-dimethyl-1H-1,2,3-triazol-5-yl)-5-(1-(4-fluorophenyl)-2-(tetrahydro-2H-pyran-4-yl)ethyl)-5H-pyrido[3,2-b]indol-7-yl)propan-2-ol